2-oxo-4-((S)-2-oxopyrrolidin-3-yl)butyl 2,6-dichlorobenzoate ClC1=C(C(=O)OCC(CC[C@@H]2C(NCC2)=O)=O)C(=CC=C1)Cl